4-bromo-2-(6-azaspiro[2.5]octane-6-yl)-N-(1-(2,2,2-trifluoroethyl)-1H-benzo[d]imidazol-6-yl)benzamide BrC1=CC(=C(C(=O)NC=2C=CC3=C(N(C=N3)CC(F)(F)F)C2)C=C1)N1CCC2(CC2)CC1